(R)-N-((3,3-difluoropiperidin-4-yl)methyl)pyrimidin-4-amine TFA salt OC(=O)C(F)(F)F.FC1(CNCC[C@@H]1CNC1=NC=NC=C1)F